CC(=CCCC1(CC=CCC1)C=O)C (4-methyl-3-pentenyl)-3-cyclohexene-carboxaldehyde